(S)-(2-((4-(tert-butoxycarbonyl)-2-methylpiperazin-1-yl)methyl)-5-chloro-3-methylphenyl)boronic acid C(C)(C)(C)OC(=O)N1C[C@@H](N(CC1)CC1=C(C=C(C=C1C)Cl)B(O)O)C